1-((8-(2-(Pyridin-4-yl)pyrido[3,4-d]pyrimidin-4-yl)-2,8-diazaspiro[4.5]decan-2-yl)methyl)cyclobutan-1-ol N1=CC=C(C=C1)C=1N=C(C2=C(N1)C=NC=C2)N2CCC1(CCN(C1)CC1(CCC1)O)CC2